p-Toluenesulfonyl Isocyanate CC1=CC=C(C=C1)S(=O)(=O)N=C=O